racemic-trans-N-(7,8-dichloro-1,5-dimethyl-2-oxo-1,2,3,4,5,6-hexahydroazepino[4,5-b]indol-10-yl)-2-hydroxyacetamide ClC1=C(C=C(C=2C3=C(NC12)[C@@H](CNC([C@H]3C)=O)C)NC(CO)=O)Cl |r|